C(#N)C(CCC(=O)O)(C)SSCC1=CC=CC=C1 4-cyano-4-((benzylthio)thio)valeric acid